6-chloro-4-(4,4-difluoroazepan-1-yl)pyridazine-3-carboxamide ClC1=CC(=C(N=N1)C(=O)N)N1CCC(CCC1)(F)F